OCCN(CCC(C(=O)[O-])C(CC(C)(C)C)C)CCC(C(=O)[O-])C(CC(C)(C)C)C ((2-hydroxyethyl)azanediyl)bis(ethane-2,1-diyl)bis(3,5,5-trimethylhexanoate)